C(C)(=O)N(C1=C(C=C(C=C1)C1=CC=C(C=N1)C(=O)NCC=1C=NC(=CC1)C#N)Cl)CC1CC1 6-[4-[acetyl(cyclopropylmethyl)amino]-3-chloro-phenyl]-N-[(6-cyano-3-pyridyl)methyl]pyridine-3-carboxamide